5-(N-methylsulfamoyl)-N-(4-(1-(trifluoromethyl)cyclopropyl)benzyl)-thiophene-2-carboxamide CNS(=O)(=O)C1=CC=C(S1)C(=O)NCC1=CC=C(C=C1)C1(CC1)C(F)(F)F